OCC1CCN(CC1)C1=CC=C(C=N1)C(=O)N 6-[4-(hydroxymethyl)-1-piperidyl]pyridine-3-carboxamide